C1=CC=CC=2C3=CC=CC=C3C(C12)COC(=O)N1[C@@H](C[C@H](C1)OC1=NC=C(C=C1)F)C(=O)O (2S,4R)-1-(((9H-fluoren-9-yl)methoxy)carbonyl)-4-((5-fluoropyridin-2-yl)oxy)pyrrolidine-2-carboxylic acid